C(C)[Si](C)(C)CC1(C(N2C(C=3C=CC=CC13)=NC1=C2C=CC=C1)=O)C 5-((ethyldimethylsilyl)methyl)-5-methylbenzo[4,5]imidazo[2,1-a]isoquinolin-6(5H)-one